(6-aminospiro[3.3]heptan-2-yl)methanol NC1CC2(CC(C2)CO)C1